FCC(CC(=O)O)CCCCCCCCC 3-fluoromethyl-lauric acid